FCC([C@H](CC(=O)OCC1=CC=CC=C1)NC(=O)[C@@]1(CC(=NO1)C1=NC=CC2=CC=CC=C12)C(C)C)=O benzyl (S)-5-fluoro-3-((R)-5-isopropyl-3-(isoquinolin-1-yl)-4,5-dihydroisoxazole-5-carboxamido)-4-oxopentanoate